di((Z)-octadec-9-en-1-yl) 2,2-dimethylsuccinate CC(C(=O)OCCCCCCCC\C=C/CCCCCCCC)(CC(=O)OCCCCCCCC\C=C/CCCCCCCC)C